CC1=C(C=CC(=C1)C1=NOC(=N1)C(C)C1=CC=CC2=CC=CC=C12)NCC1=CC=C(S1)C(=O)O 5-(((2-Methyl-4-(5-(1-(naphthalen-1-yl)ethyl)-1,2,4-oxadiazol-3-yl)phenyl)amino)methyl)thiophene-2-carboxylic acid